FC(C1=CC=C(C=C1)CC(=O)N1C2=C(OCC1)C(=CN=C2)C2=CC=C(C#N)C=C2)(F)F 4-(4-(2-(4-(trifluoromethyl)phenyl)acetyl)-3,4-dihydro-2H-pyrido[4,3-b][1,4]oxazin-8-yl)-benzonitrile